FC([C@@H]1COCCN1C[C@@H]1NC[C@H](N(C1)C(=O)OC(C)(C)C)C)F tert-butyl (2R,5S)-5-(((S)-3-(difluoromethyl)morpholino)methyl)-2-methylpiperazine-1-carboxylate